3-(4-isobutoxybenzyl)-1-isopropyl-1-(1-methylpiperidin-4-yl)urea C(C(C)C)OC1=CC=C(CNC(N(C2CCN(CC2)C)C(C)C)=O)C=C1